benzylidenebenzaldehyde C(C1=CC=CC=C1)=C1C(C=O)C=CC=C1